Tert-Butyl Diazoacetate [N+](=[N-])=CC(=O)OC(C)(C)C